4-(2,3-dichlorobenzoyl)-1-methyl-pyrrole-2-carboxamide ClC1=C(C(=O)C=2C=C(N(C2)C)C(=O)N)C=CC=C1Cl